3-(3-bromophenyl)azetidine 4-methylbenzenesulfonate CC1=CC=C(C=C1)S(=O)(=O)O.BrC=1C=C(C=CC1)C1CNC1